C(C#CC)OC1=CC=CC(=N1)S(=O)(=O)NC(=O)C=1C(=NC=CC1)N1C(CC(C1)C)(C)C N-[(6-But-2-ynoxy-2-pyridyl)sulfonyl]-2-(2,2,4-trimethylpyrrolidin-1-yl)pyridin-3-carboxamid